CN(CCCC(=O)OC(C1OC(OC1)(C)C)C1OC(OC1)(C)C)C bis(2,2-dimethyl-1,3-dioxolan-4-yl)methyl 4-(dimethylamino)butanoate